8-chloro-N-(1-cyanocyclopropyl)-3-(5-(difluoromethyl)thiazol-2-yl)imidazo[1,5-a]pyridine-6-sulfonamide ClC=1C=2N(C=C(C1)S(=O)(=O)NC1(CC1)C#N)C(=NC2)C=2SC(=CN2)C(F)F